C(C)[C@@H]1CN(CC=2C=CC(=NC12)OC1CCNCC1)C1=CC=C(C=2N1N=CN2)C#N (R)-5-(8-Ethyl-2-(piperidin-4-yloxy)-7,8-dihydro-1,6-naphthyridin-6(5H)-yl)-[1,2,4]triazolo[1,5-a]pyridine-8-carbonitrile